COC1=NC=CC(=C1)CN1N=CC2=CC(=CC=C12)N1[C@@H]([C@H](CC1=O)NC(=O)C1CC1)C1=CC=CC=C1 |r| N-[rac-(2R,3S)-1-[1-[(2-Methoxy-4-pyridyl)methyl]indazol-5-yl]-5-oxo-2-phenyl-pyrrolidin-3-yl]cyclopropanecarboxamid